(E)-N'-(5-bromo-6-methoxypyridin-2-yl)-N,N-dimethylformimidamide BrC=1C=CC(=NC1OC)/N=C/N(C)C